C1(=CC=C(C=C1)C[C@@](N)(C(=O)O)C(CCCP(=O)(O)[C@H](C)N)=O)C1=CC=CC=C1 (2S)-3-([1,1'-biphenyl]-4-yl)-2-(((((R)-1-aminoethyl)(hydroxy)phosphoryl)methyl)propanoyl)-L-alanine